C(C)(C)(C)N1N=C(C=C1NC1=C2CCCS(C2=C(C=C1)Cl)(=O)=O)[C@@H]1C[C@@H](CC1)O[Si](C)(C)C(C)(C)C 5-((1-(tert-butyl)-3-((1S,3R)-3-((tert-butyldimethylsilyl)oxy)cyclopentyl)-1H-pyrazol-5-yl)amino)-8-chlorothiochromane 1,1-dioxide